C(C)NCCC1=CC(=C(C(=C1)OC)OC)OC ethyl-3,4,5-trimethoxyphenethylamine